N-(2-(4-(3-(1,3-dimethyl-1H-indazol-6-yl)-1,2,4-oxadiazol-5-yl)piperazin-1-yl)-2-oxoethyl)benzamide CN1N=C(C2=CC=C(C=C12)C1=NOC(=N1)N1CCN(CC1)C(CNC(C1=CC=CC=C1)=O)=O)C